vinylcyanobithiophene C(=C)C=1C(=C(SC1)C=1SC=CC1)C#N